2-[4-{(2-hydroxy-3-dodecyloxypropyl)oxy}-2-hydroxyphenyl]-4,6-bis(2,4-dimethylphenyl)-1,3,5-triazine OC(COC1=CC(=C(C=C1)C1=NC(=NC(=N1)C1=C(C=C(C=C1)C)C)C1=C(C=C(C=C1)C)C)O)COCCCCCCCCCCCC